p-phenyl-2,6-difluorobiphenyl C1(=CC=CC=C1)C1=CC(=C(C(=C1)F)C1=CC=CC=C1)F